N-(2-((1S,4S)-2-oxa-5-azabicyclo[2.2.1]heptane-5-yl)-5-((6-((R)-3-(3-chloro-4-fluorophenyl)isoxazolidine-2-yl)pyrimidine-4-yl)amino)-4-methoxyphenyl)acrylamide [C@@H]12OC[C@@H](N(C1)C1=C(C=C(C(=C1)OC)NC1=NC=NC(=C1)N1OCC[C@@H]1C1=CC(=C(C=C1)F)Cl)NC(C=C)=O)C2